2-ethyl-4-acetoxy-1-methacryloyloxynaphthalene C(C)C1=C(C2=CC=CC=C2C(=C1)OC(C)=O)OC(C(=C)C)=O